N,N-DIMETHYL-N-(3-(TRIMETHOXYSILYL)PROPYL)-1-OCTADECANAMINIUM C[N+](CCCCCCCCCCCCCCCCCC)(CCC[Si](OC)(OC)OC)C